C(CCCCCCC)C1=CC=NC2=C3N=CC=CC3=CC=C12 4-octyl-1,10-phenanthroline